(R)-3-amino-N-(4-(1-phenylpyrrolidin-2-yl)thiazol-2-yl)propanamide NCCC(=O)NC=1SC=C(N1)[C@@H]1N(CCC1)C1=CC=CC=C1